4-(bromomethyl)-3-((3-fluoro-2-((N-methylsulfamoyl)amino)pyridin-4-yl)methyl)-2-oxo-2H-chromen-7-yl dimethylcarbamate CN(C(OC1=CC=C2C(=C(C(OC2=C1)=O)CC1=C(C(=NC=C1)NS(NC)(=O)=O)F)CBr)=O)C